HEXENYL-3-CIS-BENZOATE C(=CCCCC)OC(C1=CC=CC=C1)=O